BrC=1C=C(C=C(C1SC(F)(F)F)Cl)O 3-bromo-5-chloro-4-(trifluoromethylsulfanyl)phenol